C(C)(=O)C1=CC=C(C=C1)C1=CN=C(S1)NC(=O)C1N2C=CC=C2C(CC1)=O N-[5-(4-acetylphenyl)thiazol-2-yl]-8-oxo-6,7-dihydro-5H-indolizine-5-carboxamide